(RS)-tert-butyl 4-((2,2-difluoro-6-phenyl-7-azaspiro[3.5]nonan-7-yl)methyl)-5-methoxy-7-methyl-1H-indole-1-carboxylate FC1(CC2(C1)C[C@@H](N(CC2)CC2=C1C=CN(C1=C(C=C2OC)C)C(=O)OC(C)(C)C)C2=CC=CC=C2)F |r|